N-(benzo[b]thiophen-3-ylmethyl)-4-(2-(3-fluoro-4-methylphenyl)-2H-pyrazolo[3,4-d]pyrimidin-4-yl)-1-methylpiperazine-2-carboxamide S1C2=C(C(=C1)CNC(=O)C1N(CCN(C1)C=1C=3C(N=CN1)=NN(C3)C3=CC(=C(C=C3)C)F)C)C=CC=C2